4,6-difluoro-1H-indole-2-carbonyl chloride FC1=C2C=C(NC2=CC(=C1)F)C(=O)Cl